[Al](Cl)(Cl)Cl.[Cl-].C(CCC)[N+]1=CC=CC=C1 N-butyl-pyridinium chloride aluminium (III) chloride